methyl 3-carbamoyl-2-(4-phenoxyphenyl)-9,10-dihydro-4H-benzo[d]pyrazolo[1,5-a][1,3]diazepine-6-carboxylate C(N)(=O)C=1C(=NN2C1NC1=C(CC2)C=CC(=C1)C(=O)OC)C1=CC=C(C=C1)OC1=CC=CC=C1